(S)-4-((3-cyanophenyl)((8-isopropyl-4-oxochroman-7-yl)oxy)methyl)benzamide C(#N)C=1C=C(C=CC1)[C@H](C1=CC=C(C(=O)N)C=C1)OC1=CC=C2C(CCOC2=C1C(C)C)=O